FC=1C=C(C=CC1F)C=1C(=C2N(N1)CCC2)C=2C=CC=1N(C2)N=CN1 6-(2-(3,4-Difluorophenyl)-5,6-dihydro-4H-pyrrolo[1,2-b]pyrazol-3-yl)-[1,2,4]triazolo[1,5-a]pyridine